tetrafluoro-dichloroethane FC(C(Cl)(Cl)F)(F)F